N1(CCC1)CC1(CC1)NC(C(C)(C1=CC=C(C=C1)F)F)=O N-(1-(azetidin-1-ylmethyl)cyclopropyl)-2-fluoro-2-(4-fluorophenyl)propanamide